CC1=C(/C=C/C2=NS(OC3=C2C=CC=C3)(=O)=O)C=CC=C1 (E)-4-(2-methylstyryl)benzoxathiazine 2,2-dioxide